C(C)(C)OC1=C(C=CC=C1)[C@@H]1CN(CCN1)[C@H]1COCC2=C1C=NC(=C2OC)N2[C@H](COCC2)C (3S)-4-[(4R)-4-[(3R)-3-(2-isopropoxyphenyl)piperazin-1-yl]-8-methoxy-1H,3H,4H-pyrano[4,3-c]pyridin-7-yl]-3-methylmorpholine